phosphenate P([O-])(=O)=O